C(C)(C)(C)OC([C@H](CCC(=O)NCCOCCOCC(=O)O)NC(CCCCCCCCCCCCCCCCC(=O)OC(C)(C)C)=O)=O 2-[2-[2-[[(4S)-5-tert-butoxy-4-[(18-tert-butoxy-18-oxo-octadecanoyl)amino]-5-oxo-pentanoyl]amino]ethoxy]ethoxy]acetic acid